OC(OCC)[C@H](C)N (S)-1-(1,3-dioxapentan-2-yl)ethane-1-amine